N1=C(C=CC=C1)C1(CNCCC1)O 3-(Pyridin-2-yl)piperidin-3-ol